5-chloro-2-(difluoromethyl)-N-((1r,4r)-4-((3-(1,3-dimethyl-1H-pyrrolo[2,3-b]pyridin-5-yl)-2-oxo-2,3-dihydro-1H-benzo[d]imidazol-1-yl)methyl)cyclohexyl)nicotinamide ClC=1C=NC(=C(C(=O)NC2CCC(CC2)CN2C(N(C3=C2C=CC=C3)C=3C=C2C(=NC3)N(C=C2C)C)=O)C1)C(F)F